5-Amino-1H-benzo[d]imidazole NC1=CC2=C(NC=N2)C=C1